NC/C(/CN1C=C2C(N(CCC2=C1Br)C1CC1)=O)=C\F (E)-2-(2-(aminomethyl)-3-fluoroallyl)-1-bromo-5-cyclopropyl-2,5,6,7-tetrahydro-4H-pyrrolo[3,4-c]pyridin-4-one